C(=O)(O)CCCCCN1C(C(C=2C3=C(C=CC12)C=CC=C3)(C)C)(C)C=CC3=CC=C(C=C3)O 3-(5-carboxyl-amyl)-2-(4-hydroxyl-styryl)-1,1,2-trimethyl-1H-benzo[e]indole